ClC=1N=C(C2=C(N1)C(=C(N=C2)Cl)F)N2CC(CC2)(O)C 1-(2,7-dichloro-8-fluoropyrido[4,3-d]pyrimidin-4-yl)-3-methylpyrrolidin-3-ol